CC(C(=O)O)CC=O 2-methyl-4-oxoButyric acid